C(C(C)CCCCCCCC(=O)[O-])CCCCCCCC(=O)[O-] propylene-dioctanoate